ClC=1C=C2C(=NC(=NC2=C(C1C1=CC(=CC2=CC=CC=C12)O)F)OC[C@@H]1CCC(N1)=O)N1CC2CCC(C1)N2 (5S)-5-{[(6-chloro-4-{3,8-diazabicyclo[3.2.1]octan-3-yl}-8-fluoro-7-(3-hydroxynaphthalen-1-yl)quinazolin-2-yl)oxy]methyl}pyrrolidin-2-one